C(=O)(O)CCC(=S)SC(C(=O)O)C 2-{[(2-carboxyethyl)thiocarbonyl]thio}propanoic acid